S1CC(CCC1)NS(O)(=O)=O N-(thiane-3-yl)amidosulfuric acid